4-chloro-3',5'-di-t-butyl-1,1'-biphenyl ClC1=CC=C(C=C1)C1=CC(=CC(=C1)C(C)(C)C)C(C)(C)C